2-((5-methyl-3-(6-methylpyridin-3-yl)isoxazol-4-yl)methyl)-5-phenylpyridazin-3(2H)-one CC1=C(C(=NO1)C=1C=NC(=CC1)C)CN1N=CC(=CC1=O)C1=CC=CC=C1